CNC(=O)C1=NC=CC(=C1)N1C(NC2=C1C=CC=C2)=O n-methyl-4-(2-oxo-2,3-dihydro-1H-benzo[d]imidazol-1-yl)pyridinecarboxamide